IC1=NC=CC(=N1)NC1=NC(=NC=C1)NC1=CC=C(C=C1)N1CCOCC1 N4-(2-iodopyrimidin-4-yl)-N2-(4-morpholinylphenyl)pyrimidine-2,4-diamine